FC=1C(=CC(=C(N)C1)OC)N1CCN(CC1)C 5-fluoro-2-methoxy-4-(4-methylpiperazin-1-yl)aniline